(2z,5z)-2,5-bis((5-bromothiophen-2-yl)methylene)-3,6-bis((2-decyltetradecyl)oxy)-2,5-dihydropyrazine BrC1=CC=C(S1)\C=C\1/N=C(/C(/N=C1OCC(CCCCCCCCCCCC)CCCCCCCCCC)=C/C=1SC(=CC1)Br)OCC(CCCCCCCCCCCC)CCCCCCCCCC